2-methyl-4-hydroxy-N-(5-methyl-2-thiazolyl)-2H-1,2-benzothiazine-3-carboxamide-1,1-dioxide CN1S(C2=C(C(=C1C(=O)NC=1SC(=CN1)C)O)C=CC=C2)(=O)=O